3-(3-methyl-4-(1-(2-(piperidin-4-yloxy)ethyl)-1H-pyrazol-4-yl)-1H-indazol-1-yl)piperidine-2,6-dione CC1=NN(C2=CC=CC(=C12)C=1C=NN(C1)CCOC1CCNCC1)C1C(NC(CC1)=O)=O